F/C=C(\CNC(OC(C)(C)C)=O)/COC1=C(C(=CC=C1)C=O)F tert-butyl (E)-(3-fluoro-2-((2-fluoro-3-formylphenoxy)methyl)allyl)-carbamate